(8-(4-fluoro-6-methoxy-1-(2-methoxyethyl)-2-methyl-1H-benzo[d]imidazol-5-yl)indolizin-3-yl)(3,4,5-trifluorophenyl)methanone FC1=C(C(=CC=2N(C(=NC21)C)CCOC)OC)C2=CC=CN1C(=CC=C21)C(=O)C2=CC(=C(C(=C2)F)F)F